ClC=1C=C(C=CC1)C1=CC=C(S1)[C@H](CC(=O)[O-])NC(=O)NC=1C(N(C=CC1[O-])C)=O.[Na+].[Na+] Natrium (S)-3-(5-(3-Chlorophenyl)thiophen-2-yl)-3-(3-(1-methyl-4-oxido-2-oxo-1,2-dihydropyridin-3-yl)ureido)propanoat